Tetraethyl (3-phenylpropane-1,1-diyl) bis(phosphate) P(=O)(OCC)(OCC)OC(CCC1=CC=CC=C1)OP(=O)(OCC)OCC